NC([C@H](N)C(=O)O)C1=CC=CC=C1 β-aminophenylalanine